S1C(=NC=C1)C1(CCC1)N1CCOCC1 4-(1-(thiazol-2-yl)cyclobutyl)morpholine